NCC1=NC(=NC=C1)C1=C(C=C(C#N)C=C1)OC=1N(N=C(C1)C1=NC=CC=C1)C 4-[4-(aminomethyl)pyrimidin-2-yl]-3-(2-methyl-5-pyridin-2-ylpyrazol-3-yl)oxybenzonitrile